2,2'-azinobis-(3-ethylbenzthiazoline-6-sulfonic acid) N(N=C1SC2=C(N1CC)C=CC(=C2)S(=O)(=O)O)=C2SC1=C(N2CC)C=CC(=C1)S(=O)(=O)O